NC=1N=C(SC1C(=O)C1=CC=C(C=C1)NC(OCC1=CC=CC=C1)=O)N(C1=CC(=C(C=C1)F)F)[C@H](C(=O)N)C (S)-benzyl N-[4-[4-amino-2-(N-(2-amino-1-methyl-2-oxo-ethyl)-3,4-difluoro-anilino)thiazole-5-carbonyl]phenyl]carbamate